Bis(4-maleimidophenyl)ether C1(C=CC(N1C1=CC=C(C=C1)OC1=CC=C(C=C1)N1C(C=CC1=O)=O)=O)=O